C(C)OC=1C=CC=2C[C@@H]3[C@@H]4C=C[C@@H]([C@H]5[C@@]4(C2C1O5)CCN3C)O Ethylmorphin